C(C)(C)(C)[C@H]1C=2C=C(C(NC2C2=C(C1)N1C(=N2)C(=CC(=C1)F)OC(F)F)=O)C(=O)O (S)-5-(tert-butyl)-11-(difluoromethoxy)-9-fluoro-2-oxo-1,2,5,6-tetrahydropyrido[2',1':2,3]imidazo[4,5-h]quinoline-3-carboxylic acid